CC1=C(C=CC(=C1)C)C(CNC(C1=CC(=NC=C1)C)=O)(F)F N-[2-(2,4-dimethylphenyl)-2,2-difluoroethyl]-2-methylisonicotinamide